NC1=CC=C(C=N1)/C=C/C(=O)NCC=1OC2=C(C1)C=C(C=C2C(F)(F)F)C2=CC=C(C=C2)C(=O)N2C[C@](CC2)(C)F (R,E)-3-(6-aminopyridin-3-yl)-N-((5-(4-(3-fluoro-3-methylpyrrolidine-1-carbonyl)phenyl)-7-(trifluoromethyl)benzofuran-2-yl)methyl)acrylamide